(S)-4-((1-(8-(2-acetylpyrimidin-5-yl)-4-chloro-1-oxo-2-phenyl-1,2-dihydroisoquinolin-3-yl)ethyl)amino)pyrido[2,3-d]pyrimidin-5(8H)-one C(C)(=O)C1=NC=C(C=N1)C=1C=CC=C2C(=C(N(C(C12)=O)C1=CC=CC=C1)[C@H](C)NC=1C2=C(N=CN1)NC=CC2=O)Cl